Di-tert-butyl-N-{(2S)-2-amino-4-[{(1R)-1-[1-benzyl-4-(2,5-difluorophenyl)-1H-pyrrol-2-yl]-2,2-dimethylpropyl} (glycoloyl)amino]butanoyl}-beta-alanyl-L-glutamate C(C)(C)(C)OC([C@@H](NC([C@H](CCN(C(CO)=O)[C@H](C(C)(C)C)C=1N(C=C(C1)C1=C(C=CC(=C1)F)F)CC1=CC=CC=C1)N)=O)C(CC(=O)OC(C)(C)C)C([C@@H](N)C)=O)=O